5-Iodo-2,2-dimethyl-2,3-dihydrobenzofuran-7-ol IC=1C=C(C2=C(CC(O2)(C)C)C1)O